Cl.ClCCOCCNC 2-(2-chloroethoxy)-N-methylethanamine hydrochloride